CC=1C=C(CNC2=NC=C(C(=O)O)C(=C2)NC2=CC(=C3N(O2)C2(NO3)CCCCC2)C)C=CC1C 6-((3,4-dimethylbenzyl)amino)-4-((8'-methyl-1',5'-dioxa-1',5'-dihydro-2'H-spiro[cyclohexane-1,3'-imidazo[1,5-a]pyridin]-6'-yl)amino)nicotinic acid